C(C)N1CCC(CC1)NC=1C2=CC(=C(C=C2N=C2CCCCC12)OC)OC N-(1-ethylpiperidin-4-yl)-6,7-dimethoxy-1,2,3,4-tetrahydroacridin-9-amine